BrC=1SC(=C(C1CO)NC1=NC(=NC=C1Br)C)C (2-bromo-4-((5-bromo-2-methylpyrimidin-4-yl)amino)-5-methylthiophen-3-yl)methanol